2-[[4-amino-8-(4-cis-aminocyclohexoxy)-5,5-dimethyl-6H-benzo[h]quinazolin-7-yl]-ethyl-amino]ethanol NC1=NC=NC=2C3=C(CC(C12)(C)C)C(=C(C=C3)OC3(CCCCC3)N)N(CCO)CC